methyl (S)-2-(6-aminohex-1-yn-1-yl)-5-(3-(2-(4-(4-chlorophenyl)-2,3,9-trimethyl-6H-thieno[3,2-f][1,2,4]triazolo[4,3-a][1,4]diazepin-6-yl)acetamido)propanamido)benzoate NCCCCC#CC1=C(C(=O)OC)C=C(C=C1)NC(CCNC(C[C@H]1C=2N(C3=C(C(=N1)C1=CC=C(C=C1)Cl)C(=C(S3)C)C)C(=NN2)C)=O)=O